C(C)(=O)N1[C@H](CCC2=CC(=CC=C12)C1=CC=C(C=C1)CC(=O)NCC1=CC=2N=C(N=C(C2S1)N1CCOCC1)Cl)C (S)-2-(4-(1-acetyl-2-methyl-1,2,3,4-tetrahydroquinolin-6-yl)phenyl)-N-((2-chloro-4-morpholinothieno[3,2-d]pyrimidin-6-yl)methyl)acetamide